OC(=O)C(F)(F)F.OC(=O)C(F)(F)F.BrC=1C=C2C(=NC1)N=C(N2CC=2C=NN(C2)C)C 6-bromo-2-methyl-1-((1-methyl-1H-pyrazol-4-yl)methyl)-1H-imidazo[4,5-b]pyridine di-TFA salt